C=1(C(=CC=C2C=CC=CC12)C(=O)OCC1CO1)C(=O)OCC1CO1 naphthalenedicarboxylic acid, diglycidyl ester